tert-butyl N-(2-methylbut-3-yn-2-yl)carbamate CC(C)(C#C)NC(OC(C)(C)C)=O